ClC=1C=C(C=CC1F)[C@H]([C@@H]1CNCC1)NC(=O)C1=CC=C2C=NC(=NC2=C1)NC1CCOCC1 2-(tetrahydropyran-4-ylamino)-quinazoline-7-carboxylic acid [(S)-(3-chloro-4-fluoro-phenyl)-(S)-pyrrolidin-3-yl-methyl]-amide